3-O-(2-diethylaminoethyl)-carbamoyl-1,2-O-dioleyl-glycerol C(C)N(CCOCC(C(OCCCCCCCC\C=C/CCCCCCCC)C(N)=O)OCCCCCCCC\C=C/CCCCCCCC)CC